NC=1C=C2C=CC(=NC2=CC1)C1=CC=C(C#N)C=C1 4-(6-aminoquinoline-2-yl)benzonitrile